C[C@@H](C(=C)C)C=1C(=CC(=C(C1)/C=C/C(=O)C1=CC=C(C=C1)O)OC)O (2E)-3-[5-[(1S)-1,2-dimethyl-2-propene-1-yl]-4-hydroxy-2-methoxyphenyl]-1-(4-hydroxyphenyl)-2-propen-1-one